C(CCCCC)(=O)OCCC1=CC=CC=C1 Phenethyl Hexanoate